4-(3-phenylisoxazolidin-2-yl)-2-((3,4,5-trimethoxyphenyl)amino)pyrimidine-5-carbonitrile hydrochloride Cl.C1(=CC=CC=C1)C1N(OCC1)C1=NC(=NC=C1C#N)NC1=CC(=C(C(=C1)OC)OC)OC